(2R,3R,4S)-2-(2-(Furan-2-yl)-8-(hex-1-yn-1-yl)-6-(methylamino)-9H-purin-9-yl)tetrahydrothiophene-3,4-diol O1C(=CC=C1)C1=NC(=C2N=C(N(C2=N1)[C@@H]1SC[C@H]([C@H]1O)O)C#CCCCC)NC